n-propyl-n-butyl ether C(CC)OCCCC